O1CNC1 1,3-oxazetidine